1-((4-methoxyphenyl)methyl)-4-ethylbenzene COC1=CC=C(C=C1)CC1=CC=C(C=C1)CC